OC=1C(=C(C(=O)C2=CC=CC=C2)C=CC1OC(C)C)O dihydroxy-4-isopropoxybenzophenone